1,2-bis(trimethoxysilylethyl)benzene CO[Si](OC)(OC)CCC1=C(C=CC=C1)CC[Si](OC)(OC)OC